COC(=O)C=1C(=NC=C(C1)OC[C@H](C)NC(=O)OC(C)(C)C)Cl 5-[(2S)-2-(tert-Butoxycarbonylamino)propoxy]-2-chloro-pyridine-3-carboxylic acid methyl ester